FC1=C(CC2=NC=3C(=NC(=CC3)C(=O)OC)N2CCOC)C=C(C(=C1)B1OC(C(O1)(C)C)(C)C)F Methyl 2-(2,5-difluoro-4-(4,4,5,5-tetramethyl-1,3,2-dioxaborolan-2-yl)benzyl)-3-(2-methoxyethyl)-3H-imidazo[4,5-b]pyridine-5-carboxylate